N-(tetradecanoyl)-1-beta-glucosyl-sphinganine C(CCCCCCCCCCCCC)(=O)N[C@@H](C(O)[C@H]1[C@H](O)[C@@H](O)[C@H](O)[C@H](O1)CO)[C@H](O)CCCCCCCCCCCCCCC